N-(2-methoxyethyl)-2-(propan-2-yl)-4-[4-{[1-(propan-2-yl)-1H-pyrazolo[4,3-c]pyridin-6-yl]amino}-6-(pyrrolidin-1-yl)pyrimidin-2-yl]piperazine-1-carboxamide COCCNC(=O)N1C(CN(CC1)C1=NC(=CC(=N1)NC1=CC2=C(C=N1)C=NN2C(C)C)N2CCCC2)C(C)C